C1(CCCCCC1)N1N=CC(=C1)NC1=NC=C(C=N1)C(=O)N 2-((1-cycloheptyl-1H-pyrazol-4-yl)amino)pyrimidin-5-carboxamide